(2,6-dimethylphenyl)sulfamic acid CC1=C(C(=CC=C1)C)NS(O)(=O)=O